FC=1C=C(C=NC1)C=1SC2=C(N1)C=CC(=C2)C(=O)O 2-(5-fluoro-3-pyridinyl)-6-benzothiazolecarboxylic acid